ethyl 5-(N-(2-((5-bromo-N-(furan-2-ylmethyl) furan-2-carboxamido) methyl)-4-chlorophenyl)-N-ethylsulfamoyl)-3-methylbenzofuran-2-carboxylate BrC1=CC=C(O1)C(=O)N(CC=1OC=CC1)CC1=C(C=CC(=C1)Cl)N(S(=O)(=O)C=1C=CC2=C(C(=C(O2)C(=O)OCC)C)C1)CC